C(C)(C)(C)OC(=O)N1[C@@H]2[C@@H](NC[C@H]1CC2)CCC=C (1S,2S,5R)-2-(but-3-en-1-yl)-3,8-diazabicyclo[3.2.1]octane-8-carboxylic acid tert-butyl ester